2-chloro-5-(pyridin-3-ylmethyl)pyrimidine ClC1=NC=C(C=N1)CC=1C=NC=CC1